C1(NC=C2C1=CNC2=O)=O 2,5-dihydropyrrolo[3,4-c]pyrrol-1,4-dione